7-chloro-1-cyclopropyl-6-fluoro-4-oxo-N-(piperazin-1-yl)-1,4-dihydroquinoline-3-carboxamide 2,2,2-trifluoroacetate FC(C(=O)O)(F)F.ClC1=C(C=C2C(C(=CN(C2=C1)C1CC1)C(=O)NN1CCNCC1)=O)F